4-morpholino-2-[(2E)-2-(m-tolylmethylene)hydrazino]-N-tetrahydrofuran-3-yl-furo[3,2-d]pyrimidine-6-carboxamide O1CCN(CC1)C=1C2=C(N=C(N1)N/N=C/C=1C=C(C=CC1)C)C=C(O2)C(=O)NC2COCC2